C(C)OC(=O)C=1N=C2N(C=C(C=C2)B2OC(C(O2)(C)C)(C)C)C1 ethyl-6-(4,4,5,5-tetramethyl-1,3,2-dioxaborolan-2-yl)imidazo[1,2-a]pyridine-2-carboxylate